C(C)(C)(C)OC(=O)N[C@H](C(C#N)NC1=C(C(=O)OC)C=C(C=C1)C=1C=NC(=CC1)N1CCOCC1)CC1=CNC2=CC=CC=C12 methyl 2-(((2S)-2-((tert-butoxycarbonyl)amino)-1-cyano-3-(1H-indol-3-yl)propyl)amino)-5-(6-morpholinopyridin-3-yl)benzoate